5-chloro-2-(3-chloro-4-hydroxybenzamido)-N-(2-(trifluoromethoxy)phenethyl)thiophene-3-carboxamide ClC1=CC(=C(S1)NC(C1=CC(=C(C=C1)O)Cl)=O)C(=O)NCCC1=C(C=CC=C1)OC(F)(F)F